Hexamethylene carbonate C1(OCCCCCCO1)=O